CN1C(=NC(=C1)C(F)(F)F)C1=CC=C(CNC2CC2)C=C1 N-(4-(1-methyl-4-(trifluoromethyl)-1H-imidazol-2-yl)benzyl)cyclopropanamine